N1(N=CC=C1)C1=CC=C(C=C1)C1CN(CCC1CC1=C2C=CNC2=C(C=C1C)C)C(CF)CF 4-((3-(4-(1H-pyrazol-1-yl)phenyl)-1-(1,3-difluoropropan-2-yl)piperidin-4-yl)methyl)-5,7-dimethyl-1H-indole